C1(CC1)C=1C(=C2C=CNC2=C(C1)C)O[C@H]1[C@@H](C[C@](CC1)(C)O)C1=CC=C(C(=O)O)C=C1 |r| racemic-4-((1S*,2R*,5R*)-2-((5-cyclopropyl-7-methyl-1H-indol-4-yl)oxy)-5-hydroxy-5-methylcyclohexyl)benzoic acid